5-FLUORO-2-METHYLBENZALDEHYDE FC=1C=CC(=C(C=O)C1)C